2-(4-(aminomethyl)piperidin-1-yl)-5-fluoro-N-(2-morpholinothiazolo[4,5-b]pyridin-6-yl)benzamide hydrochloride Cl.NCC1CCN(CC1)C1=C(C(=O)NC=2C=C3C(=NC2)N=C(S3)N3CCOCC3)C=C(C=C1)F